FC(C=1C(=C(C=CC1)[C@@H](C)NC=1C2=C(N=C(N1)C)N=C(C(=C2)C#CC=2C=NN(C2)C)N2CCCC2)F)F (R)-N-(1-(3-(difluoromethyl)-2-fluorophenyl)ethyl)-2-methyl-6-((1-methyl-1H-pyrazol-4-yl)ethynyl)-7-(pyrrolidin-1-yl)pyrido[2,3-d]pyrimidin-4-amine